CN1C(N(C2=C1C(=CC=C2)N2CC(CCC2)=O)C2C(N(C(CC2)=O)COCC[Si](C)(C)C)=O)=O 3-[3-Methyl-2-oxo-4-(3-oxopiperidin-1-yl)-1,3-benzodiazol-1-yl]-1-{[2-(trimethylsilyl)ethoxy]methyl}piperidine-2,6-dione